FC1=CC=C(C(=N1)C)OC1=C(C(=O)NC=2C=C(C=CC2)[S@](=O)(C)=NC(OC(C)(C)C)=O)C=CC(=C1)C(F)(F)F tert-butyl (R)-((3-(2-((6-fluoro-2-methylpyridin-3-yl)oxy)-4-(trifluoromethyl)benzamido)phenyl)(methyl)(oxo)-λ6-sulfaneylidene)carbamate